C(CCCC(=O)OCC(CCCC)CC)(=O)OCC(CCCC)CC Bis(2-ethylhexyl) glutarate